ClC1=C(C=C(C=C1NC1=NC=2N(C(=N1)NC1CC1)N=CC2C#N)C#N)N2CCN(CC2)C2CCN(CC2)C(=O)OC Methyl 4-[4-(2-chloro-5-cyano-3-{[8-cyano-4-(cyclopropylamino)pyrazolo[1,5-a][1,3,5]triazin-2-yl]amino}phenyl)piperazin-1-yl]piperidine-1-carboxylate